tris(hydroxypropyl)-phosphine OCCCP(CCCO)CCCO